OCC1(OC2=C(C1)C=C(C(=C2)N2CCOCC2)NC(=O)C=2C=NN1C2N=CC=C1)CO N-(2,2-bis(hydroxymethyl)-6-morpholino-2,3-dihydrobenzofuran-5-yl)pyrazolo[1,5-a]pyrimidine-3-carboxamide